((2R,3R,4R,5R)-3-(benzoyloxy)-5-(4,5-diiodo-1H-imidazol-1-yl)-4-fluoro-4-methyloxolan-2-yl)methyl benzoate C(C1=CC=CC=C1)(=O)OC[C@H]1O[C@H]([C@]([C@@H]1OC(C1=CC=CC=C1)=O)(C)F)N1C=NC(=C1I)I